Cl.C(#N)C1=C(OC=2C=C3C(N(C=NC3=CC2)[C@H]2COC3(C2)CCNCC3)=O)C(=CC=C1NS(N(C)CC)(=O)=O)F (3R)-3-[6-[2-cyano-3-[[ethyl(methyl)sulfamoyl]amino]-6-fluoro-phenoxy]-4-oxo-quinazolin-3-yl]-1-oxa-8-azaspiro[4.5]decane HCl salt